FC=1C=C(C=CC1COC1=CC=CC(=N1)C=1CCNCC1)C(C)=O 1-(3-fluoro-4-(((1',2',3',6'-tetrahydro-[2,4'-bipyridin]-6-yl)oxy)methyl)-phenyl)ethan-1-one